C(C)(C)(C)OC(=O)NCCCCCCCCOCC(=O)O 2-((8-((tert-butoxycarbonyl)amino)octyl)oxy)acetic acid